O=C1N=COC1 4-oxooxazoline